4,4',4'',4'''-(pyrene-1,3,6,8-tetrayl)tetrabenzoic acid tetramethyl ester COC(C1=CC=C(C=C1)C1=CC(=C2C=CC3=C(C=C(C4=CC=C1C2=C34)C3=CC=C(C(=O)OC)C=C3)C3=CC=C(C(=O)OC)C=C3)C3=CC=C(C(=O)OC)C=C3)=O